N-n-pentadecanoyl-glutamine C(CCCCCCCCCCCCCC)(=O)N[C@@H](CCC(N)=O)C(=O)O